tert-butyl (S)-3-(6-bromopyridin-2-yl)pyrrolidine-1-carboxylate BrC1=CC=CC(=N1)[C@@H]1CN(CC1)C(=O)OC(C)(C)C